3,6-difluoropyridine-2-carboxylic acid FC=1C(=NC(=CC1)F)C(=O)O